BrC1=CC2=C(NC(OC2)=O)C=N1 6-bromo-1,4-dihydropyrido[3,4-d][1,3]oxazin-2-one